C(C1=CC=CC=C1)OC1=NC(=CC=C1C1=C(C=C(C=C1F)NC1CC(C1)C(=O)OC)F)OCC1=CC=CC=C1 methyl (1r,3r)-3-((4-(2,6-bis(benzyloxy)pyridin-3-yl)-3,5-difluorophenyl)amino)cyclobutane-1-carboxylate